N-(3-bromopropyl)-3,4-dichloro-5-hydroxybenzamide BrCCCNC(C1=CC(=C(C(=C1)O)Cl)Cl)=O